CC(C)CCCC(C)CCCC(C)CCCC(=C)C=C The molecule is a diterpene that is 3-methylidenehexadec-1-ene substituted at positions 7, 11 and 15 by a methyl group. It has a role as an anti-inflammatory agent, an antimicrobial agent, a plant metabolite and an algal metabolite. It is an alkene and a diterpene.